5-(trifluoromethyl)-3-azabicyclo[3.1.0]hexane-1-carboxylic acid ethyl ester C(C)OC(=O)C12CNCC2(C1)C(F)(F)F